N-benzyl-2,2-difluoro-N-methylpropan-1-amine C(C1=CC=CC=C1)N(CC(C)(F)F)C